F/C(=C/[C@@H](C[C@H]1C(NCC1)=O)NC(=O)[C@@H]1N(C[C@@H]2[C@H]1CCC2)C(=O)C2(C1=CC=CC=C1C=1C=CC=CC21)O)/S(=O)(=O)C (1R,3aS,6aR)-N-((R,Z)-4-fluoro-4-(methylsulfonyl)-1-((S)-2-oxopyrrolidin-3-yl)but-3-en-2-yl)-2-(9-hydroxy-9H-fluorene-9-carbonyl)octahydrocyclopenta[c]pyrrole-1-carboxamide